2-((3R)-3-(1-(1-(2-(2,4-dichlorooxazol-5-yl)ethyl)-3-ethynyl-1H-pyrazolo[3,4-b]pyrazin-6-yl)azetidin-3-yl)piperidin-1-yl)ethan-1-ol ClC=1OC(=C(N1)Cl)CCN1N=C(C=2C1=NC(=CN2)N2CC(C2)[C@@H]2CN(CCC2)CCO)C#C